Tributyl-[3-[[2-chloro-4-[[3-(2,3-difluoro-4-methoxy-phenyl)imidazo[1,2-a]pyrazin-8-yl]amino]benzoyl]amino]propyl]ammonium formate C(=O)[O-].C(CCC)[N+](CCCNC(C1=C(C=C(C=C1)NC=1C=2N(C=CN1)C(=CN2)C2=C(C(=C(C=C2)OC)F)F)Cl)=O)(CCCC)CCCC